NCC=1C=NC=CC1N(C)C 3-(aminomethyl)-N,N-dimethylpyridin-4-amine